COC(=O)[C@H]1N(CC2(OCCO2)C1)C(CNC(C1=NC=C(C(=C1)F)C1=CC=C(C=C1)F)=O)=O.C(C)(C)(C)[Si](OC[C@@H]1[C@@H](C1)C=C)(C1=CC=CC=C1)C1=CC=CC=C1 tert-butyldiphenyl-(((1S,2S)-2-vinylcyclopropyl)methoxy)silane methyl-(S)-7-((4-fluoro-5-(4-fluorophenyl)picolinoyl)glycyl)-1,4-dioxa-7-azaspiro[4.4]nonane-8-carboxylate